3-(heptafluoroisopropoxy)propyltrimethoxysilane FC(C(C(F)(F)F)(OCCC[Si](OC)(OC)OC)F)(F)F